N-((4-cyclobutylphenyl)(phenyl)methyl)-2-oxo-6-(trifluoromethyl)-1,2-dihydropyridine-3-carboxamide C1(CCC1)C1=CC=C(C=C1)C(NC(=O)C=1C(NC(=CC1)C(F)(F)F)=O)C1=CC=CC=C1